6-({[3-(8-{[(3S,4R)-3-fluoro-1-methylpiperidin-4-yl]amino}-3-[(trifluoromethyl)sulfanyl]indolizin-2-yl)-1,2,4-oxadiazol-5-yl]methyl}amino)-N-methylpyridine-3-carboxamide F[C@H]1CN(CC[C@H]1NC1=CC=CN2C(=C(C=C12)C1=NOC(=N1)CNC1=CC=C(C=N1)C(=O)NC)SC(F)(F)F)C